(S)-N-(7-(3,3-dimethylbut-1-yn-1-yl)-5-methyl-4-oxo-2,3,4,5-tetrahydrobenzo[b][1,4]oxazepin-3-yl)-4-((6-fluoropyridin-2-yl)methyl)pyridineamide CC(C#CC1=CC2=C(OC[C@@H](C(N2C)=O)NC(=O)C2=NC=CC(=C2)CC2=NC(=CC=C2)F)C=C1)(C)C